FC=1C(=CC(=NC1)C#C[Si](C)(C)C)C=1C=CC=2C=3C=4NC[C@H](NC(C4SC3C=CC2N1)=O)C (15R)-5-[5-fluoro-2-(2-trimethylsilylethynyl)-4-pyridyl]-15-methyl-11-thia-6,14,17-triazatetracyclo[8.8.0.0^2,7.0^12,18]octadeca-1(10),2(7),3,5,8,12(18)-hexaen-13-one